6-oxo-7-oxa-2,5,10-triazaoctadecan-18-oate O=C(NCCNC)OCCNCCCCCCCC(=O)[O-]